3-(4-((1R,5S)-3,8-diazabicyclo[3.2.1]octan-8-yl)-7-(3-hydroxynaphthalen-1-yl)quinazolin-2-yl)-N,N-dimethylpropanamide [C@H]12CNC[C@H](CC1)N2C2=NC(=NC1=CC(=CC=C21)C2=CC(=CC1=CC=CC=C21)O)CCC(=O)N(C)C